BrC=1C=C(C=CC1Cl)CC(=O)O 2-(3-bromo-4-chlorophenyl)acetic acid